FC1(C[C@H](N(C[C@@H]1C)C(C(=O)NC=1C=C(C(=NC1)NC(OC(C)(C)C)=O)C)=O)C1=CC=CC=C1)F tert-butyl N-[5-[[2-[(2S,5S)-4,4-difluoro-5-methyl-2-phenyl-1-piperidyl]-2-oxo-acetyl]amino]-3-methyl-2-pyridyl]carbamate